6-hydroxy-2,3-dihydroxanthene-4-formaldehyde OC=1C=C2OC3=C(CCC=C3CC2=CC1)C=O